ClC1=CC=C(C(=N1)C1=NN=NN1)NC(C)C=1C=2C3=C(N(C(C2C=C(C1)C)=O)C)N(N=C3)CC 9-(1-((6-chloro-2-(1H-tetrazol-5-yl)pyridin-3-yl)amino)ethyl)-3-ethyl-4,7-dimethyl-3,4-dihydro-5H-pyrazolo[3,4-c]isoquinolin-5-one